octyl-tributyl-phosphine zinc [Zn].C(CCCCCCC)C(CCC)P(CCCC)CCCC